Perhydro-Diphenylmethan C1(CCCCC1)CC1CCCCC1